[Ni-6](=O)(=O)(=O)=O nickelous tetraoxide